2-isocyano-N-methyl-N-phenyl-4-(trifluoromethyl)aniline [N+](#[C-])C1=C(N(C2=CC=CC=C2)C)C=CC(=C1)C(F)(F)F